7-((2S,5R)-4-(bis(4-fluorophenyl)methyl)-2,5-dimethylpiperazin-1-yl)-5-chloro-2-iodothiazolo[5,4-d]pyrimidine FC1=CC=C(C=C1)C(N1C[C@@H](N(C[C@H]1C)C=1C2=C(N=C(N1)Cl)SC(=N2)I)C)C2=CC=C(C=C2)F